1-(5-fluoro-2-nitrophenyl)-4-methylpiperazine FC=1C=CC(=C(C1)N1CCN(CC1)C)[N+](=O)[O-]